2,2'-bipyrrole C1=CNC(=C1)C2=CC=CN2